NC=1C=C(C=CC1NC)C(C(F)(F)F)(C(F)(F)F)C1=CC(=C(C=C1)NC)N 2,2-bis[3-amino-4-(N-methylamino)phenyl]hexafluoropropane